3,3-dibromooctahydrobinaphthol BrC1(C(C(C2CCCCC2C1)C1=CC=CC2=CC=CC=C12)O)Br